C(#N)COC1=CC(=C(C=C1F)NS(=O)(=O)C1=CNC2=CC(=CC=C12)F)F N-[4-(cyanomethoxy)-2,5-difluorophenyl]-6-fluoro-1H-indole-3-sulfonamide